2-(2,7-dimethyl-2H-pyrazolo[3,4-c]pyridin-5-yl)-6-(piperidin-4-yl)thiazolo[4,5-d]pyridazin-7(6H)-one CN1N=C2C(=NC(=CC2=C1)C=1SC2=C(C=NN(C2=O)C2CCNCC2)N1)C